2-(4-fluoro-2-methyl-1H-indol-5-yl)-4-(4-fluoropiperidine-1-carbonyl)-6,7-dimethoxy-1,2-dihydroisoquinolin-1-one FC1=C2C=C(NC2=CC=C1N1C(C2=CC(=C(C=C2C(=C1)C(=O)N1CCC(CC1)F)OC)OC)=O)C